5-(4-(2-(2,6-dioxopiperidin-3-yl)-1,3-dioxoisoindolin-5-yl)piperazin-1-yl)pentanal O=C1NC(CCC1N1C(C2=CC=C(C=C2C1=O)N1CCN(CC1)CCCCC=O)=O)=O